1-Methyl-1H-pyrazolo[4,3-c]pyridine-4,7-diamine CN1N=CC=2C(=NC=C(C21)N)N